C(C)N(C(CC1C2=CC=CC=C2C=2C=C(C=CC2C1)C)=O)CC (-)-N,N-Diethyl-2-(3-methyl-9,10-dihydrophenanthren-9-yl)acetamide